dinormal butyl adipate C(CCCCC(=O)OCCCC)(=O)OCCCC